BrC1=CC=CC(=N1)NC(=O)[C@H]1NC[C@@H]([C@H]1O)F (2S,3S,4S)-N-(6-bromopyridin-2-yl)-4-fluoro-3-hydroxypyrrolidine-2-carboxamide